OCC=1C(=NC(=NC1)SC)N[C@@H]1[C@H]([C@@H](CC1)O)C |r| (±)-(1R*,2R*,3S*)-3-((5-(hydroxymethyl)-2-(methylthio)pyrimidin-4-yl)amino)-2-methylcyclopentan-1-ol